[5-[4-(6-chloro-5-fluoro-indolin-1-yl)quinazolin-6-yl]-2-methoxy-3-pyridyl]methanol ClC1=C(C=C2CCN(C2=C1)C1=NC=NC2=CC=C(C=C12)C=1C=C(C(=NC1)OC)CO)F